C(C=C)(=O)N1CCN(CC1)C1=CC(=NC=2CN(CCC12)C1=CC=CC2=CC=CC(=C12)C)C(=O)O 4-(4-acryloylpiperazin-1-yl)-7-(8-methylnaphthalen-1-yl)-5,6,7,8-tetrahydro-1,7-naphthyridine-2-carboxylic acid